C(=O)O.FC1=C(C=C(C(=C1)C)C1=CC2=C(N=C(N=C2)NC2=NN(C=C2)C)N2C1=NCC2)NC(=O)C2=NC=CC(=C2)C(F)(F)F N-(2-fluoro-4-methyl-5-(2-((1-methyl-1H-pyrazol-3-yl)amino)-8,9-dihydroimidazo[1',2':1,6]pyrido[2,3-d]pyrimidin-6-yl)phenyl)-4-(trifluoromethyl)pyridineamide formate salt